tert-butyl 5-hydroxy-7-azabicyclo[2.2.1]hept-2-ene-7-carboxylate OC1C2C=CC(C1)N2C(=O)OC(C)(C)C